NC1CCC(CC1)C(=O)NC=1C=C(C=CC1C)NC(=O)C=1C=C2C(=NN(C2=CC1)C)C=1C=NC(=CC1)N N-(3-((1s,4s)-4-Aminocyclohexane-1-carboxamido)-4-methylphenyl)-3-(6-aminopyridin-3-yl)-1-methyl-1H-indazole-5-carboxamide